CN1C=C(C(=CC1=O)C1=CC=CC=C1)C=1C=NN(C1)C1=C(C(=O)O)C=CC=C1 2-[4-(1-Methyl-6-oxo-4-phenyl-1,6-dihydro-pyridin-3-yl)-pyrazol-1-yl]-benzoic acid